ClC1=CC=C(C(=N1)C(=O)O)N[C@H](C)C=1C=C(C=C2C(C(=C(OC12)N1CCCCC1)C)=O)C 6-chloro-3-[[(1R)-1-[3,6-dimethyl-4-oxo-2-(1-piperidinyl)chromen-8-yl]ethyl]amino]pyridine-2-carboxylic acid